5-(4-amino-7-methyl-7H-pyrrolo[2,3-d]pyrimidin-5-yl)-4-fluoro-N-phenylindoline-1-carboxamide NC=1C2=C(N=CN1)N(C=C2C=2C(=C1CCN(C1=CC2)C(=O)NC2=CC=CC=C2)F)C